ONC(CCC(=O)N)=O N-hydroxybutandiamide